N-(4-bromophenyl)-3-fluoro-3-(p-toluenesulfonyl)acrylamide BrC1=CC=C(C=C1)NC(C=C(S(=O)(=O)C1=CC=C(C)C=C1)F)=O